ClC1=NC(=NC2=C(C(=C(C=C12)Cl)C1=C(C(=CC(=N1)N(CC1=CC=C(C=C1)OC)CC1=CC=C(C=C1)OC)C)C(F)(F)F)F)OC[C@H]1N(CCC1)C 6-(4,6-dichloro-8-fluoro-2-(((S)-1-methylpyrrolidin-2-yl)methoxy)quinazolin-7-yl)-N,N-bis(4-methoxybenzyl)-4-methyl-5-(trifluoromethyl)pyridin-2-amine